C[C@]1(NCCC1)C(=O)N 2-methyl-D-prolinamide